(S)-N-((R)-1-(3-chloro-2,4-difluorophenyl)-3-(4-chlorophenyl)propyl)-2-oxoimidazolidine-4-carboxamide ClC=1C(=C(C=CC1F)[C@@H](CCC1=CC=C(C=C1)Cl)NC(=O)[C@H]1NC(NC1)=O)F